C(C)(C)(C)OC(=O)N(S(=O)(=O)C1=C(C(=C(C=C1F)N([C@@H]1CN(CC1)C(=O)OC(C)(C)C)C)Cl)F)C=1N=CSC1 tert-butyl (S)-3-((4-(N-(tert-butoxycarbonyl)-N-(thiazol-4-yl)sulfamoyl)-2-chloro-3,5-difluorophenyl)(methyl)amino)pyrrolidine-1-carboxylate